methyl 5-(4-(4-fluoropyrazolo[1,5-a]pyridin-2-yl)-1-(tetrahydro-2H-pyran-2-yl)-1,4,6,7-tetrahydro-5H-imidazo[4,5-c]pyridin-5-yl)pyrazine-2-carboxylate FC=1C=2N(C=CC1)N=C(C2)C2N(CCC1=C2N=CN1C1OCCCC1)C=1N=CC(=NC1)C(=O)OC